FC1=C(C=CC(=C1)I)C(=O)N1CCN(CC1)C=1OC=2C(=NC(=CC2)C)N1 (2-fluoro-4-iodophenyl)(4-(5-methyloxazolo[4,5-b]pyridin-2-yl)piperazin-1-yl)methanone